tert-butyl (3S,4S)-3-((3-(((R)-1-(4-((1-(5-ethoxy-5-oxopentyl)piperidin-4-yl)ethynyl)naphthalen-1-yl)ethyl)carbamoyl)-4-methylphenyl)amino)-4-fluoropyrrolidine-1-carboxylate C(C)OC(CCCCN1CCC(CC1)C#CC1=CC=C(C2=CC=CC=C12)[C@@H](C)NC(=O)C=1C=C(C=CC1C)N[C@H]1CN(C[C@@H]1F)C(=O)OC(C)(C)C)=O